9-(4-((tert-butyldimethylsilyl)oxy)phenyl)-3,4,6,7,8,9-hexahydropyrido[2,1-c][1,2,4]thiadiazine 2,2-dioxide [Si](C)(C)(C(C)(C)C)OC1=CC=C(C=C1)C1CCCN2C1=NS(CC2)(=O)=O